1-(5-azido-4-((1-cyanoethyl)amino)pyridin-2-yl)-1H-pyrazolo[3,4-b]pyridine-5-carbonitrile N(=[N+]=[N-])C=1C(=CC(=NC1)N1N=CC=2C1=NC=C(C2)C#N)NC(C)C#N